N-((4-((((1r,4r)-4-hydroxy-4-methylcyclohexyl)methyl)amino)-3-nitrophenyl)sulfonyl)benzamide OC1(CCC(CC1)CNC1=C(C=C(C=C1)S(=O)(=O)NC(C1=CC=CC=C1)=O)[N+](=O)[O-])C